cetylbenzenesulfonic acid triethanolamine salt N(CCO)(CCO)CCO.C(CCCCCCCCCCCCCCC)C1=C(C=CC=C1)S(=O)(=O)O